6-(1-((1R,3R,4S)-3,4-dihydroxycyclohexyl)-5-methyl-1H-pyrazol-4-yl)-4-((3-fluoropyridin-2-yl)thio)pyrazolo[1,5-a]pyridine-3-carbonitrile O[C@@H]1C[C@@H](CC[C@@H]1O)N1N=CC(=C1C)C=1C=C(C=2N(C1)N=CC2C#N)SC2=NC=CC=C2F